C(C1=CC=CC=C1)SC1=C2C=C(N=CC2=CC2=C1C[C@H](C2)NC(OCC2=CC=CC=C2)=O)C2CC2 benzyl N-[(7S)-5-benzylsulfanyl-3-cyclopropyl-7,8-dihydro-6H-cyclopenta[g]isoquinolin-7-yl]carbamate